3,5-dichloropyrazole ClC1=NNC(=C1)Cl